C(C)(C)(C)[Sn] tertiary butyl-tin